ClC1=C(OCC(=O)N2C(C3C(C2)CCC3)C(=O)N)C=CC(=C1)Cl 2-(2-(2,4-dichlorophenoxy)acetyl)octahydrocyclopenta[c]pyrrole-1-carboxamide